2-(4-(1-(benzo[d][1,3]dioxol-5-yl)ethyl)piperazin-1-yl)-N-methylpyrimidine-5-carboxamide O1COC2=C1C=CC(=C2)C(C)N2CCN(CC2)C2=NC=C(C=N2)C(=O)NC